3-Oxo-3-(4-(5-(trifluoromethyl)pyrimidin-2-yl)piperazin-1-yl)propionic acid tert-butyl ester C(C)(C)(C)OC(CC(N1CCN(CC1)C1=NC=C(C=N1)C(F)(F)F)=O)=O